C1(CCCC1)O[Si](CC)(CC)OC1CCCC1 dicyclopentyloxydiethylsilane